C12=CCC(CC1)CC2 bicyclo[2.2.2]octene